copper octenate C(C=CCCCCC)(=O)[O-].[Cu+2].C(C=CCCCCC)(=O)[O-]